C(C)(C)(C)NC1=NC=2N(C(=N1)C=1OC(=CC1)C)N=CC2N N2-(tert-butyl)-4-(5-methylfuran-2-yl)pyrazolo[1,5-a][1,3,5]Triazine-2,8-diamine